(E)-2,2'-azobenzimidazole N(=N\C=1NC2=C(N1)C=CC=C2)/C=2NC1=C(N2)C=CC=C1